(4R)-4-((8R,9aS)-8-((tert-butoxycarbonyl)amino)-1-oxo-5-phenethylhexahydro-1H-pyrrolo[1,2-a][1,4]diazepin-2(3H)-yl)-5-((3,4-dichlorobenzyl)amino)-5-oxopentanoic acid C(C)(C)(C)OC(=O)N[C@@H]1C[C@@H]2N(C(CCN(C2=O)[C@H](CCC(=O)O)C(=O)NCC2=CC(=C(C=C2)Cl)Cl)CCC2=CC=CC=C2)C1